6-chloro-pyridazine-3-carboxamide ClC1=CC=C(N=N1)C(=O)N